[W]=[Te].[Co].[Ni] nickel-cobalt-tungsten telluride